FC=1C=C(C=CC1OC1=CC=NC2=CC(=CN=C12)OC)NC(=O)C=1C(C(=C(N2C1COCC2)C)C2=CC=C(C=C2)F)=O N-[3-fluoro-4-[(7-methoxy-1,5-naphthyridin-4-yl)oxy]phenyl]-7-(4-fluorophenyl)-6-methyl-8-oxo-3,4-dihydro-1H-pyrido[2,1-c][1,4]oxazine-9-carboxamide